C([C@@H](O)[C@H](O)[C@H](O)[C@@H](O)C)O Fucoitol